5,5-dimethyl-hex-3-enoic acid methyl ester COC(CC=CC(C)(C)C)=O